3,7-dihydroxy-2-naphthoic acid OC=1C(=CC2=CC(=CC=C2C1)O)C(=O)O